(1-(pyridin-2-yl)azetidin-3-yl)carbamic acid tert-butyl ester C(C)(C)(C)OC(NC1CN(C1)C1=NC=CC=C1)=O